C(C1=CC=CC=C1)NC(=O)C=1C2=C(NN1)C1=C(CCC3=C2C=CC=C3)C=CC=C1 N-benzyl-8,9-dihydro-1H-dibenzo[3,4:7,8]cycloocta[1,2-c]pyrazole-3-carboxamide